2,3,4-trihydroxybenzylhydrazine-15N2 OC1=C(C[15NH][15NH2])C=CC(=C1O)O